(E)-5-(3,5-difluorostyryl)-2-hydroxy-3-methoxybenzaldehyde FC=1C=C(/C=C/C=2C=C(C(=C(C=O)C2)O)OC)C=C(C1)F